NC=1C=CC(=C(C(=O)NCC=2N=C3N(C=CC=C3)C2)C1)C 5-amino-N-(imidazo[1,2-a]pyridin-2-ylmethyl)-2-methylbenzamide